(S)-2-((tert-butoxycarbonyl)(methyl)amino)-2-(4-hydroxyphenyl)acetic acid C(C)(C)(C)OC(=O)N([C@H](C(=O)O)C1=CC=C(C=C1)O)C